[1-[4-[methyl(tetrahydropyran-4-yl)amino]-5-oxido-6,7-dihydro-thieno[3,2-d]pyrimidin-5-ium-2-yl]azetidin-3-yl] 4-(morpholine-4-carbonyl)benzoate N1(CCOCC1)C(=O)C1=CC=C(C(=O)OC2CN(C2)C=2N=C(C3=C(N2)CC[S+]3[O-])N(C3CCOCC3)C)C=C1